4-Methyl-1,3-diaminocyclohexan CC1C(CC(CC1)N)N